C(#N)C1=C(C(=C(C(=C1)C(C)C)CC(=O)N[S@](=O)(=N)C=1SC(=CC1F)C(C)(C)O)C(C)C)F |o1:15| (R)- or (S)-2-(4-cyano-3-fluoro-2,6-diisopropylphenyl)-N-(3-fluoro-5-(2-hydroxypropan-2-yl)thiophen-2-ylsulfonimidoyl)acetamide